N-acetyl-Alanine C(C)(=O)N[C@@H](C)C(=O)O